NC1=NC=C(C2=C1C=NN2C2OCCCC2)NC(=O)C(=O)N(CC2=NC=C(C=C2)F)CC2=NC=CC=C2Cl N-(4-amino-1-tetrahydropyran-2-yl-pyrazolo[4,3-c]pyridin-7-yl)-N'-[(3-chloro-2-pyridyl)methyl]-N'-[(5-fluoro-2-pyridyl)methyl]oxamide